6-(4-methoxy-1-piperidyl)-2-methyl-5,6,7,8-tetrahydro-3H-quinazolin-4-one COC1CCN(CC1)C1CC=2C(NC(=NC2CC1)C)=O